C1(CCCC1)S(=O)(=O)C=1C=C(C=CC1)NC(C1=C(N=CC=C1)N1CCC(CC1)CCC)=O N-(3-(cyclopentylsulfonyl)phenyl)-2-(4-propylpiperidin-1-yl)nicotinamide